6-bromo-1-(4-fluorophenylmethyl)-4-methyl-2-oxo-1,2-dihydro-1,8-naphthyridine-3-carboxylic acid BrC=1C=C2C(=C(C(N(C2=NC1)CC1=CC=C(C=C1)F)=O)C(=O)O)C